C1(CCCCC1)N(NC(=O)C=1C=C2C=CC(=CC2=CC1)C(=O)N)C1CCCCC1 N'-dicyclohexylamino-2,6-naphthalene-dicarboxamide